rac-(1R,2R)-2-(difluoromethyl)cyclopropanamine FC([C@H]1[C@@H](C1)N)F |r|